COC=1C(=NC=CC1)[C@H]1[C@@H](O[C@@]([C@@H]1C)(C(F)(F)F)C)C(=O)NC1=CC(=NC=C1)C(=O)N (2R,3S,4R,5S)-4-[[3-(3-methoxy-2-pyridinyl)-4,5-dimethyl-5-(trifluoromethyl)tetrahydrofuran-2-carbonyl]amino]pyridine-2-carboxamide